5-[[(6S)-2-[(4aR,8aS)-3-oxo-4,4a,5,7,8,8a-hexahydropyrido[4,3-b][1,4]oxazine-6-carbonyl]-2-azaspiro[3.4]octan-6-yl]methyl]-2-(trifluoromethyl)pyridine-4-carbonitrile O=C1N[C@H]2[C@@H](OC1)CCN(C2)C(=O)N2CC1(C2)C[C@H](CC1)CC=1C(=CC(=NC1)C(F)(F)F)C#N